N1C(=NC=C1)C(=O)N1C=NC=C1C[C@H](N)C(=O)O 3-imidazoyl-(histidine)